C(C(C)C)NC(=O)N1C=NC2=C1C=C(C(=C2)C=2C=NC=NC2)OC N-iso-Butyl-6-methoxy-5-(pyrimidin-5-yl)-1H-benzo[d]imidazole-1-carboxamide